2,4-dimethoxybenzyl 2-methoxypropanoate COC(C(=O)OCC1=C(C=C(C=C1)OC)OC)C